NC=1C(=NC=C(C1)C(F)(F)F)N1CCC(CC1)(O)C [3-amino-5-(trifluoromethyl)-2-pyridyl]-4-methyl-piperidin-4-ol